2-((1S,6S)-6-aminocyclohex-3-en-1-yl-2,2,3,4,5,5-d6)-N-benzyl-5-chloro-3-methylthieno[3,2-b]pyridin-7-amine trifluoroacetate FC(C(=O)O)(F)F.N[C@H]1C(C(=C(C([C@@H]1C1=C(C2=NC(=CC(=C2S1)NCC1=CC=CC=C1)Cl)C)([2H])[2H])[2H])[2H])([2H])[2H]